N(NC(=O)OC1=CC=C(C=C1)[N+](=O)[O-])C(=O)OCC1C2=CC=CC=C2C=2C=CC=CC12 1-((9H-fluoren-9-yl)methyl) 2-(4-nitrophenyl) hydrazine-1,2-dicarboxylate